5-chloro-((6-(4-hydroxypiperidin-1-yl)-2-methoxypyridin-3-yl)amino)pyrimidin ClC=1C=NC(=NC1)NC=1C(=NC(=CC1)N1CCC(CC1)O)OC